COC1=CC=C(C=C1)NC1=NC=CC(=C1)C=1C=C2C(=NNC2=CC1)N 5-(2-((4-Methoxyphenyl)amino)pyridin-4-yl)-1H-indazol-3-amine